4-(3-chloropropyl)styrene ClCCCC1=CC=C(C=C)C=C1